(2S,4R)-1-[(2S)-2-(4-cyclopropyltriazol-1-yl)-3,3-dimethyl-butanoyl]-4-hydroxy-N-[3-(5-methyl-1,3,4-oxadiazol-2-yl)cyclobutyl]pyrrolidine-2-carboxamide C1(CC1)C=1N=NN(C1)[C@H](C(=O)N1[C@@H](C[C@H](C1)O)C(=O)NC1CC(C1)C=1OC(=NN1)C)C(C)(C)C